bis(1-hydroxypropyl) diselenide OC(CC)[Se][Se]C(CC)O